3-{4-[8-amino-3-methyl-5-(piperidin-3-yl)imidazo[1,5-a]pyrazin-1-yl]naphthalen-1-yl}-1-[3-(trifluoromethyl)phenyl]urea NC=1C=2N(C(=CN1)C1CNCCC1)C(=NC2C2=CC=C(C1=CC=CC=C21)NC(NC2=CC(=CC=C2)C(F)(F)F)=O)C